2-(3-methylisothiazol-5-yl)acetic acid CC1=NSC(=C1)CC(=O)O